tert-butyl (S)-(1-(3,5-dibromothiophene-2-carbonyl)pyrrolidin-3-yl)carbamate BrC1=C(SC(=C1)Br)C(=O)N1C[C@H](CC1)NC(OC(C)(C)C)=O